N1C(C1)CCCC=C 5-(aziridin-2-yl)-pent-1-ene